C(C=C)(=O)OC1=C(C(=C(C=C1)C1(C2=CC=CC=C2C=2C=CC=CC12)C1=C(C(=C(C=C1)OC(C=C)=O)OCC)OCC)OCC)OCC 9,9-bis(4-acryloxydiethoxyphenyl)fluorene